benzyl-2-(pyridin-4-yl)-1H-benzo[d]Imidazole-6-carbonitrile C(C1=CC=CC=C1)N1C(=NC2=C1C=C(C=C2)C#N)C2=CC=NC=C2